Cis-N-(3-Chloro-4-fluorophenyl)-5-(5-(5-fluoropyridin-2-yl)thiazol-2-yl)-2-methyl-1,2,6-thiadiazinane-3-carboxamide 1,1-dioxide ClC=1C=C(C=CC1F)NC(=O)[C@@H]1N(S(N[C@@H](C1)C=1SC(=CN1)C1=NC=C(C=C1)F)(=O)=O)C